ClC=1C2=C(N=CN1)N(CC21CC(C1)F)C=1C=C(C#N)C=CN1 2-((1s,3s)-4'-chloro-3-fluorospiro[cyclobutane-1,5'-pyrrolo[2,3-d]pyrimidin]-7'(6'H)-yl)isonicotinonitrile